2-((3-trifluoromethylphenyl)amino)benzamide FC(C=1C=C(C=CC1)NC1=C(C(=O)N)C=CC=C1)(F)F